FC(CCC[N+](CCOC(C1=CC=C(C=C1)C=C)=O)(CCOC(C1=CC=C(C=C1)C=C)=O)CCOC(C1=CC=C(C=C1)C=C)=O)(F)F 4,4,4-trifluorobutyl(tris(2-(4-vinylbenzoyloxy)ethyl))ammonium